S1CCC(=CC1)N1NC(C=C1)=O 2-(3,6-dihydro-2H-thiopyran-4-yl)-5-oxopyrazolin